CN(C=1C=CC(=C(C1)N1/C(/SCC1=O)=N/C(=O)NC1=C(C=C(C=C1)C1=NN(C=N1)C1=CC=C(C=C1)S(=O)(=O)C(F)(F)F)F)C(C)C)C (Z)-1-(3-(5-(dimethylamino)-2-isopropylphenyl)-4-oxothiazolidin-2-ylidene)-3-(2-fluoro-4-(1-(4-((trifluoromethyl)sulfonyl)phenyl)-1H-1,2,4-triazol-3-yl)phenyl)urea